ClC(CC(=O)[O-])CCCCC 3-chlorocaprylate